(1-trityl-1H-imidazol-2-yl)formimidamide C(C1=CC=CC=C1)(C1=CC=CC=C1)(C1=CC=CC=C1)N1C(=NC=C1)C(N)=N